(1R,4aR,4bR,10aR)-N-(6-((4-fluorophenyl)amino)pyrimidin-4-yl)-7-isopropyl-1,4a-dimethyl-1,2,3,4,4a,4b,5,6,10,10a-decahydrophenanthrene-1-carboxamide FC1=CC=C(C=C1)NC1=CC(=NC=N1)NC(=O)[C@@]1(CCC[C@@]2([C@H]3CCC(=CC3=CC[C@@H]12)C(C)C)C)C